C1=C(C=CC2=CC=CC=C12)\C=N\NC(C(=O)OCC)=O Ethyl (E)-2-(2-(naphthalen-2-ylmethylene) hydrazino)-2-oxoacetate